CC1=C(C=C(C=C1)C)S(=O)(=O)[O-].[Na+] sodium 2,5-dimethylbenzenesulfonate